BrC=1C(=C(N)C=C(C1)F)OC([2H])([2H])[2H] 3-Bromo-5-fluoro-2-(methoxy-d3)aniline